2-(4-fluorobicyclo[2.2.2]octan-1-ylamino)-4-((1R,3S)-3-hydroxycycloheptylamino)-pyrimidine-5-carboxamide FC12CCC(CC1)(CC2)NC2=NC=C(C(=N2)N[C@H]2C[C@H](CCCC2)O)C(=O)N